N'-(5-difluoromethyl-2-methyl-4-(3-trimethylsilanylpropoxy)-phenyl)-N-ethyl-N-methylformamidine FC(C=1C(=CC(=C(C1)N=CN(C)CC)C)OCCC[Si](C)(C)C)F